ClC1=C(C=C(C(=O)N2CCCC23CCN(CC3)C(=O)Cl)C=C1)C1CC1 1-(4-chloro-3-cyclopropylbenzoyl)-1,8-diazaspiro[4.5]decane-8-carbonyl chloride